2,3,4-tris(2-hydroxyethyl)-6-nitrobenzaldehyde OCCC1=C(C=O)C(=CC(=C1CCO)CCO)[N+](=O)[O-]